NC(C(=O)[O-])C(C)C amino-3-methyl-butanoate